hexadecane-3,8-diol CCC(CCCCC(CCCCCCCC)O)O